4-(3-(4-Cyanophenyl)-1,2,4-oxadiazol-5-yl)-N-((1-(4-methylbenzyl)-5-oxopyrrolidin-3-yl)methyl)piperazine-1-carboxamide C(#N)C1=CC=C(C=C1)C1=NOC(=N1)N1CCN(CC1)C(=O)NCC1CN(C(C1)=O)CC1=CC=C(C=C1)C